N1=CC=C(C=C1)C1=CNC2=CC=C(C=C12)C(=O)OC methyl 3-(pyridin-4-yl)-1H-indole-5-carboxylate